C([2H])([2H])([2H])N(C1CCN(CC1)C(=O)OC(C)(C)C)C=1N=NC(=CC1)C1=CC=C(C=2N=CSC21)C=2C=NN(C2)C2OCCCC2 tert-butyl 4-[(2H3)methyl(6-{4-[1-(oxan-2-yl)pyrazol-4-yl]-1,3-benzothiazol-7-yl}pyridazin-3-yl)amino]piperidine-1-carboxylate